1-cyclopropyl-6-fluoro-7-[3-(hydroxymethyl)azetidin-1-yl]-3-({[(3S)-1-(6-methylpyridin-3-yl)piperidin-3-yl][(2-methylpyridin-4-yl)methyl]amino}methyl)-1,4-dihydroquinolin-4-one C1(CC1)N1C=C(C(C2=CC(=C(C=C12)N1CC(C1)CO)F)=O)CN(CC1=CC(=NC=C1)C)[C@@H]1CN(CCC1)C=1C=NC(=CC1)C